CC=1C(=C2C=CNC2=CC1)B(O)O (5-methyl-1H-indol-4-yl)boronic acid